1-(1,3-Benzodioxol-5-yl)-1-propanon O1COC2=C1C=CC(=C2)C(CC)=O